2,5-bis(3-aminopropylamino)-N-[2-(dioctadecylamino)acetyl]pentanamide NCCCNC(C(=O)NC(CN(CCCCCCCCCCCCCCCCCC)CCCCCCCCCCCCCCCCCC)=O)CCCNCCCN